ClC1=CC=C(C=C1)N1C=CC=C1 1-(4-Chlorophenyl)-1H-pyrrole